4-(2-(2-(3-(4-methoxyphenylamino)-3-oxopropyl)-5-methyl-1,2,3,4-tetrahydroisoquinolin-7-yl)-5-tosyl-5H-pyrrolo[2,3-b]pyrazin-7-yl)-N,N,2-trimethylbenzamide COC1=CC=C(C=C1)NC(CCN1CC2=CC(=CC(=C2CC1)C)C=1N=C2C(=NC1)N(C=C2C2=CC(=C(C(=O)N(C)C)C=C2)C)S(=O)(=O)C2=CC=C(C)C=C2)=O